N-(3-(azepan-1-yl)-4-(4-(6-(4,4-difluoropiperidin-1-yl)pyridin-2-yl)-1H-1,2,3-triazol-1-yl)phenyl)methanesulfonamide N1(CCCCCC1)C=1C=C(C=CC1N1N=NC(=C1)C1=NC(=CC=C1)N1CCC(CC1)(F)F)NS(=O)(=O)C